3-(2-Fluoro-5-(4-methylpiperazin-1-yl)phenyl)-5-(2-fluoro-6-methylphenyl)-1H-pyrazolo[4,3-c]pyridazin-6(5H)-on FC1=C(C=C(C=C1)N1CCN(CC1)C)C1=NNC=2C1=NN(C(C2)=O)C2=C(C=CC=C2C)F